8-(3-fluorophenyl)-N2-(6-morpholinylpyridin-3-yl)pyrido[3,4-d]pyrimidine-2,4-diamine FC=1C=C(C=CC1)C1=NC=CC2=C1N=C(N=C2N)NC=2C=NC(=CC2)N2CCOCC2